OC(C)(C)[C@H]1CN(CC1)C1=NC=C(C(=C1)NC(C1=NC(=CC=C1)C=1C=NNC1)=O)C(F)(F)F (R)-N-(2-(3-(2-hydroxypropan-2-yl)pyrrolidin-1-yl)-5-(trifluoromethyl)pyridin-4-yl)-6-(1H-pyrazol-4-yl)picolinamide